1-((2S,5S)-9-((6-(difluoromethyl)pyridin-3-yl)ethynyl)-2,3-dihydro-2,5-methanopyrido[3,4-f][1,4]oxazepin-4(5H)-yl)-3,3-difluoro-2,2-dimethylpropan-1-one FC(C1=CC=C(C=N1)C#CC1=CN=CC=2[C@H]3N(C[C@@H](OC21)C3)C(C(C(F)F)(C)C)=O)F